ClC1=C(C=CC(=C1)Cl)CN (2,4-dichloro-phenyl)methylamine